(S)-3-cyclopropyl-2-hydroxypropanoic acid C1(CC1)C[C@@H](C(=O)O)O